5,6-bis(4-nitrobenzyl)-1,2-dimethyl-benzimidazole [N+](=O)([O-])C1=CC=C(CC2=CC3=C(N(C(=N3)C)C)C=C2CC2=CC=C(C=C2)[N+](=O)[O-])C=C1